C1(CC1)C1C(COC1)NC=1C=C(C(=O)[O-])C=CC1 3-((4-cyclopropyltetrahydrofuran-3-yl)amino)benzoate